Cl.FC1(C(C1)CN)F (2,2-difluoro-cyclopropyl)methanamine hydrochloride